C(C)OC1=CC=C(C=C1)C=CC1=NC(=NC(=N1)C(Cl)(Cl)Cl)C(Cl)(Cl)Cl 2-[2-(4-ethoxyphenyl)vinyl]-4,6-bis(trichloromethyl)-s-triazine